C(#N)C1(CC1)NC([C@H](CC(C)(C)F)N[C@H](C(F)(F)F)C=1C=CC2=C(OC3=C2C=C(C=C3)C=O)C1)=O (S)-N-(1-cyanocyclopropyl)-4-fluoro-4-methyl-2-(((S)-2,2,2-trifluoro-1-(8-formyldibenzo[b,d]furan-3-yl)ethyl)amino)pentanamide